NC=1C=NN(C1)CC1=C(C=CC(=C1)C#N)C1=NC=C(C=N1)CCNC(OC(C)(C)C)=O tert-Butyl N-[2-[2-[2-[(4-aminopyrazol-1-yl)methyl]-4-cyanophenyl]pyrimidin-5-yl]ethyl]carbamate